tert-butyldimethyl([(2E)-3-(tetramethyl-1,3,2-dioxaborolan-2-yl)prop-2-en-1-yl]oxy)silane C(C)(C)(C)[Si](OC\C=C\B1OC(C(O1)(C)C)(C)C)(C)C